4-[4-({[4-chloro-3-(trifluoromethyl)phenyl]carbamoyl}amino)-3-fluorophenoxy]-N-methylpyridine-2-carboxamide ClC1=C(C=C(C=C1)NC(=O)NC1=C(C=C(OC2=CC(=NC=C2)C(=O)NC)C=C1)F)C(F)(F)F